BrC=1C=CC(=C(NC2=CC=C(C=C2)Cl)C1)[N+](=O)[O-] 5-bromo-N-(4-chlorophenyl)-2-nitroaniline